ClC1=CC2=C(CCC3=C(N2)NN(C3)C)C=C1 8-chloro-2-methyl-1,4,5,10-tetrahydropyrazolo[3,4-b][1]benzazepine